C(C)N1N=CC=C1C(=O)N 2-ethyl-pyrazole-3-carboxamide